bisphenol a dicesium salt [Cs].[Cs].OC1=CC=C(C=C1)C(C)(C)C1=CC=C(C=C1)O